1-[(2R,6S)-6-[[bis(4-methoxyphenyl)-phenyl-methoxy]methyl]-3,5-dihydroxy-6-(triisopropylsilyloxymethyl)-1,4-dioxan-2-yl]pyrimidine-2,4-dione COC1=CC=C(C=C1)C(OC[C@@]1(C(OC([C@@H](O1)N1C(NC(C=C1)=O)=O)O)O)CO[Si](C(C)C)(C(C)C)C(C)C)(C1=CC=CC=C1)C1=CC=C(C=C1)OC